C(C)(=O)N1[C@H]([C@@H]([C@H](C=2C=CNC(C12)=O)NC(OCC1=CC=CC=C1)=O)C)C1CC1 |r| rac-benzyl ((2S,3R,4R)-1-acetyl-2-cyclopropyl-3-methyl-8-oxo-1,2,3,4,7,8-hexahydro-1,7-naphthyridin-4-yl)carbamate